N-methyl-2-((3-((1E)-2-(2-pyridinyl)vinyl)-1H-indazol-6-yl)thio)benzamide CNC(C1=C(C=CC=C1)SC1=CC=C2C(=NNC2=C1)\C=C\C1=NC=CC=C1)=O